N-(2-(N-benzyl-2-hydroxybutanamido)-4-fluorophenyl)-2,3,4,5,6-pentafluorobenzamide C(C1=CC=CC=C1)N(C(C(CC)O)=O)C1=C(C=CC(=C1)F)NC(C1=C(C(=C(C(=C1F)F)F)F)F)=O